ClC1=C(C=C(C=2C3=C(NC12)CCN(C3)C(CO)=O)C3=NN(C=C3)CCNC(CCCCCCCCCCC(=O)N)=O)Cl N12-(2-(3-(6,7-dichloro-2-(2-hydroxyacetyl)-2,3,4,5-tetrahydro-1H-pyrido[4,3-b]indol-9-yl)-1H-pyrazol-1-yl)ethyl)dodecanediamide